3-ethyl-7-methyl-dibenzo[b,f][1,4]Oxazepin-11(10H)-one C(C)C1=CC2=C(C(NC3=C(O2)C=C(C=C3)C)=O)C=C1